C(C)C(C(N)CC)N Diethyl-ethane-1,2-diamine